FC1=C(C=CC(=C1)C(C)(C)O)C=1C=C(SC1)B(O)O (4-(2-fluoro-4-(2-hydroxy-prop-2-yl)phenyl)thiophen-2-yl)boronic acid